N([C@@](C(C(S[2H])([2H])[2H])([2H])[2H])(C(=O)O)[2H])([2H])[2H] |r| DL-homocysteine-d8